5-{4-[(4-fluorophenyl)methyl]piperazine-1-carbonyl}-6-methyl-N-(1-methylcyclopropyl)furo[2,3-d]pyrimidin-4-amine FC1=CC=C(C=C1)CN1CCN(CC1)C(=O)C1=C(OC=2N=CN=C(C21)NC2(CC2)C)C